[Cu].[Cl].ClC1=CC=C(O1)C(=O)NC1CC2(C1)CC(C2)C=2OC1=C(N2)C=C(C=C1)Cl 5-chloro-N-[6-(5-chloro-1,3-benzoxazol-2-yl)spiro[3.3]heptane-2-yl]furan-2-carboxamide chlorine copper